5-bromo-6-fluoro-2-methylquinoline BrC1=C2C=CC(=NC2=CC=C1F)C